C(CCCCCCCCC)C1(C2=CC=CC=C2C=2C=CC=CC12)CCCCCCCCCC 9,9-bis(decaneyl)-9H-fluorene